[Na].C=C=O.C=C=O diketene, sodium salt